ClC1=C2CN(C(C2=CC(=C1)CNC1(CCC1)C)=O)C1=CC(=CC=C1)C1(CC(C1)(F)F)CC1=NN=CN1C 4-chloro-2-(3-(3,3-difluoro-1-((4-methyl-4H-1,2,4-triazol-3-yl)methyl)cyclobutyl)phenyl)-6-(((1-methylcyclobutyl)amino)methyl)isoindolin-1-one